OC(CN1N(C(C(=C1C)C(=O)NC1=NC=C(C=C1)OC1=CC=NC2=CC(=CC=C12)OC)=O)C1=CC=CC=C1)(C)C 1-(2-hydroxy-2-methylpropyl)N-(5-(7-methoxyquinolin-4-yloxy)pyridin-2-yl)-5-methyl-3-oxo-2-phenyl-2,3-dihydro-1H-pyrazole-4-carboxamide